(S)-1-(3,4-dimethyl-2-(p-tolyl)-2H-pyrazolo[3,4-d]pyridazin-7-yl)-N-(1-methylpyrrolidin-3-yl)piperidine-4-carboxamide CC=1N(N=C2C(=NN=C(C21)C)N2CCC(CC2)C(=O)N[C@@H]2CN(CC2)C)C2=CC=C(C=C2)C